C(C1=CC=CC=C1)C1=CC(=C(C=C1OC)C(=O)N1CC2(CC2)C[C@H]1CO)[N+](=O)[O-] [4-(Benzyl)-5-methoxy-2-nitrophenyl][(6S)-6-(hydroxymethyl)-5-azaspiro[2.4]hept-5-yl]methanone